NC1=NC=NC=2N(C3=C(C=C(C=C3C21)C(F)(F)F)C)CC(=O)N2[C@@H](C[C@@](C2)(C)F)C(=O)NC2=NC(=CN=C2)Br (2S,4R)-1-(2-(4-amino-8-methyl-6-(trifluoromethyl)-9H-pyrimido[4,5-b]indol-9-yl)acetyl)-N-(6-bromopyrazin-2-yl)-4-fluoro-4-methylpyrrolidine-2-carboxamide